3,3-bis(4-methoxyphenyl)-7-methoxy-11-phenyl-13-(2-hydroxycarbonylethyl)carboxy-13-methyl-3H,13H-indeno-[2',3':3,4]naphtho[1,2-b]pyran COC1=CC=C(C=C1)C1(C=C(C2=C(O1)C=1C=CC(=CC1C1=C2C(C2=CC(=CC=C21)C2=CC=CC=C2)(C)CCC(=O)O)OC)C(=O)O)C2=CC=C(C=C2)OC